C(#C)C1=CC=C(C=N1)OC1CCN(CC1)C1=CC=C(C=N1)C1=CC(=CC=2N1C(=CN2)C#N)OCC2(CC2)O 5-(6-(4-((6-ethynylpyridin-3-yl)oxy)piperidin-1-yl)pyridin-3-yl)-7-((1-hydroxycyclopropyl)methoxy)imidazo-[1,2-a]pyridine-3-carbonitrile